6-(6-chloro-1-[[2-(trimethylsilyl)ethoxy]methyl]pyrrolo[2,3-b]pyridin-3-yl)-5-methoxy-1,3-benzothiazole ClC1=CC=C2C(=N1)N(C=C2C2=CC1=C(N=CS1)C=C2OC)COCC[Si](C)(C)C